OC(CC1=CC(=C(C(=O)O)C=C1)C)CC1=NC=CC=C1 4-(2-hydroxy-3-(pyridin-2-yl)propyl)-2-methylbenzoic acid